(6E,9E,27E,30E)-Hexatriaconta-6,9,27,30-tetraene-18,19-diol CCCCC\C=C\C\C=C\CCCCCCCC(C(CCCCCCC\C=C\C\C=C\CCCCC)O)O